[4-[(1-methyl-4-piperidyl)oxy]phenyl]thiazol CN1CCC(CC1)OC1=CC=C(C=C1)C=1SC=CN1